CC=1C=NN2C1C=C(C=C2)COC2=CC=CC(=N2)C2CCN(CC2)CC2=NC1=C(N2C[C@H]2OCC2)C=C(C=C1)C(=O)O (S)-2-((4-(6-((3-Methylpyrazolo[1,5-a]pyridin-5-yl)methoxy)pyridin-2-yl)piperidine-1-yl)methyl)-1-((oxetan-2-yl)methyl)-1H-benzo[d]imidazole-6-carboxylic acid